N-(3-(3-(4-(1-Aminocyclobutyl)phenyl)-2-(2-aminopyridin-3-yl)-3H-imidazo[4,5-b]pyridin-5-yl)phenethyl)-3-((2-(2,6-dioxopiperidin-3-yl)-1,3-dioxoisoindolin-4-yl)amino)propanamid NC1(CCC1)C1=CC=C(C=C1)N1C(=NC=2C1=NC(=CC2)C=2C=C(CCNC(CCNC1=C3C(N(C(C3=CC=C1)=O)C1C(NC(CC1)=O)=O)=O)=O)C=CC2)C=2C(=NC=CC2)N